OC(=O)C(F)(F)F.N1C(CCCC1=O)=O piperidine-2,6-dione TFA salt